3-(3-((1R,2R,3R)-2-Ethyl-3-(1-methyl-1H-pyrazol-4-yl)cyclopropane-1-carboxamido)-7-fluoroisoquinolin-6-yl)-4-methylpyridine 1-oxide C(C)[C@H]1[C@H]([C@@H]1C=1C=NN(C1)C)C(=O)NC=1N=CC2=CC(=C(C=C2C1)C=1C=[N+](C=CC1C)[O-])F